4-thiomorpholinobutyramide S1CCN(CC1)CCCC(=O)N